CN1[C@@H]2CCC3=C([C@H]2C=2C=CC(=CC2C1)F)C=C(C(=C3)O)O (6aR,12bS)-(+)-N-methyl-3-fluoro-10,11-dihydroxy-5,6,6a,7,8,12b-hexahydrobenzo[a]phenanthridine